(2-(4-(2-ethyl-6,7-dimethoxyquinazolin-4-yl)piperazin-1-yl)ethyl)phosphonic acid C(C)C1=NC2=CC(=C(C=C2C(=N1)N1CCN(CC1)CCP(O)(O)=O)OC)OC